2-[6-(5-chloro-2-{[trans-4-methoxycyclohexyl]-amino}pyrimidin-4-yl)-1-oxo-2,3-dihydro-1H-isoindol-2-yl]-N-[(1S)-2-hydroxy-1-(3-methoxyphenyl)ethyl]-acetamide ClC=1C(=NC(=NC1)N[C@@H]1CC[C@H](CC1)OC)C1=CC=C2CN(C(C2=C1)=O)CC(=O)N[C@H](CO)C1=CC(=CC=C1)OC